IC=1C=CC(=C(C1)S(=O)(=O)NC1=NOC2=C1C(=CC(=C2)CN2N=CC(=C2)CNC(OC(C)(C)C)=O)OC)OC tert-Butyl ((1-((3-((5-iodo-2-methoxyphenyl)sulfonamido)-4-methoxybenzo[d]isoxazol-6-yl)methyl)-1H-pyrazol-4-yl)methyl)carbamate